(4-(benzyloxy)phenyl)(2-ethyl-1H-pyrrolo[2,3-c]pyridin-3-yl)methanol C(C1=CC=CC=C1)OC1=CC=C(C=C1)C(O)C1=C(NC2=CN=CC=C21)CC